BrC(C(=O)OCC)C(C)C ethyl α-bromoisovalerate